N-(5-((6-((R)-3-(2,5-difluorophenyl)isoxazolidine-2-yl)pyrimidine-4-yl)amino)-2-((3S,5R)-4-ethyl-3,5-dimethylpiperazine-1-yl)-4-methoxyphenyl)acrylamide FC1=C(C=C(C=C1)F)[C@@H]1N(OCC1)C1=CC(=NC=N1)NC=1C(=CC(=C(C1)NC(C=C)=O)N1C[C@@H](N([C@@H](C1)C)CC)C)OC